[PH4+].O1CC=CC2=C1C=CC=C2 benzopyran phosphonium salt